[Cu].[Fe].[Al] aluminum-iron-copper